C(C)S(=O)(=O)C=1C=C2CN(C(C2=CC1)C(=O)NC1=CC=C(C=C1)C(C(F)(F)F)(C(F)(F)F)O)C(=O)C1(CC1)CO 5-(Ethylsulfonyl)-N-[4-(1,1,1,3,3,3-hexafluoro-2-hydroxypropan-2-yl)phenyl]-2-{[1-(hydroxymethyl)cyclopropyl]carbonyl}-2,3-dihydro-1H-isoindol-1-carboxamid